10,13-dimethyl-1,2,4,5,6,7,8,9,11,12,14,15-dodecahydrocyclopenta[a]phenanthren-3-one CC12C3CCC4(C=CCC4C3CCC2CC(CC1)=O)C